N[C@H](C1CCN(CC1)C(=O)[C@@H]1NCCOC1)C1=C(C=C(C(=C1)Cl)Cl)O (4-((R)-amino(4,5-dichloro-2-hydroxyphenyl)methyl)piperidin-1-yl)((R)-morpholin-3-yl)methanone